3-(2-oxo-4-(piperidin-4-yl)indolin-1-yl)piperidine-2,6-dione O=C1N(C2=CC=CC(=C2C1)C1CCNCC1)C1C(NC(CC1)=O)=O